N-(4-nitrophenyl)-2-oxoacetamide [N+](=O)([O-])C1=CC=C(C=C1)NC(C=O)=O